NC1CN(C1)CC1=CC=C(C=C1)C1=CC=C(C=C1)C(=O)NC=1SC=CC1C(=O)N (4'-((3-aminoazetidin-1-yl)methyl)-[1,1'-biphenyl]-4-carboxamido)thiophene-3-carboxamide